ClC1=CC(=C(C(=C1)CO)C=1C=CC=2N(C1)C=C(N2)NC(=O)C2CC2)F N-(6-(4-chloro-2-fluoro-6-(hydroxymethyl)phenyl)imidazo[1,2-a]pyridin-2-yl)cyclopropanecarboxamide